4-[4-cyano-2-({(2'R,4S)-6-[(propane-2-yl)carbamoyl]-2,3-dihydrospiro[1-benzopyran-4,1'-cyclopropane]-2'-carbonyl}amino)phenyl]butanoic acid C(#N)C1=CC(=C(C=C1)CCCC(=O)O)NC(=O)[C@H]1[C@]2(C1)CCOC1=C2C=C(C=C1)C(NC(C)C)=O